NC1=NC=NC(=C1)N[C@@H](C)C1=C(NC2=C(C=CC=C2C1=O)Cl)C1=CC=CC=C1 (S)-4-amino-6-((1-(8-chloro-4-oxo-2-phenyl-1,4-dihydroquinolin-3-yl)ethyl)amino)pyrimidine